C1(CCC1)CN(C(OC(C)(C)C)=O)[C@H]1CN(CCC1)C1=CC(N(C=C1)C(C)N1N=NC(=C1)C=1C=NC=C(C1)N1C(CCC1)C)=O tert-butyl (cyclobutylmethyl)((3R)-1-(1-(1-(4-(5-(2-methylpyrrolidin-1-yl)pyridin-3-yl)-1H-1,2,3-triazol-1-yl)ethyl)-2-oxo-1,2-dihydropyridin-4-yl)piperidin-3-yl)carbamate